2-chloro-4-(methoxymethyl)benzo[d]oxazole ClC=1OC2=C(N1)C(=CC=C2)COC